7-((5-(4-methylpiperazin-1-yl)pyridin-2-yl)amino)-4-(pyridazin-4-yl)isoindolin-1-one CN1CCN(CC1)C=1C=CC(=NC1)NC=1C=CC(=C2CNC(C12)=O)C1=CN=NC=C1